C1(=CCCC1)C1=NNC=C1 3-(cyclopent-1-en-1-yl)-1H-pyrazole